2'-Chloro-N-(5-(3-chloro-5-cyanopicolinoyl)-5,6-dihydro-4H-pyrrolo[3,4-d]thiazol-2-yl)-5'-methoxy-6-methyl-[4,4'-bipyridine]-3-carboxamide ClC1=NC=C(C(=C1)C1=C(C=NC(=C1)C)C(=O)NC=1SC2=C(N1)CN(C2)C(C2=NC=C(C=C2Cl)C#N)=O)OC